NC1=NC=CC=C1C1=NC=2C(=NC(=CC2)N2CCOCC2)N1C1=CC=C(C=C1)C1(CC1)NC(CC1=C(C(=C(C=C1)C=O)O)F)=O N-(1-{4-[2-(2-aminopyridin-3-yl)-5-(morpholin-4-yl)imidazo[4,5-b]pyridin-3-yl]phenyl}cyclopropyl)-2-(2-fluoro-4-formyl-3-hydroxyphenyl)acetamide